ClC=1C(=NC(=NC1)NC=1C=NN(C1)CC1=CC=C(C=C1)[N+](=O)[O-])C=1C(=NN(C1)COCC[SiH2]C)C 5-chloro-4-(3-methyl-1-((2-(methylsilyl)ethoxy)methyl)-1H-pyrazol-4-yl)-N-(1-(4-nitrobenzyl)-1H-pyrazol-4-yl)pyrimidin-2-amine